S(=O)(=O)(O)O.C1=CC=CC2=CC=CC=C12 Naphthalene Sulfate